2,4,6-Trichloro-pyridine ClC1=NC(=CC(=C1)Cl)Cl